acetylacetone (acetyl acetate) C(C)(=O)CC(=O)O.C(C)(=O)CC(C)=O